[Br-].[C@H]12C(C[C@H](CC1)C2)[Zn+] ((1S,4R)-bicyclo[2.2.1]heptan-2-yl)zinc bromide